N-(4-(2-(1-(2-(methylthio)propionyl)piperidin-2-yl)-1H-imidazol-4-yl)phenyl)methanesulfonamide CSC(C(=O)N1C(CCCC1)C=1NC=C(N1)C1=CC=C(C=C1)NS(=O)(=O)C)C